C(C=C)(=O)[O-].C(C)N1C=[N+](C=C1)C 1-ethyl-3-methyl-imidazolium acrylate